3-[(1S)-1-(5-fluoro-3-methyl-1-benzofuran-2-yl)-2-methylpropyl]-1-(2-{1-oxa-6-azaspiro[3.3]heptan-6-yl}pyrimidin-5-yl)urea FC=1C=CC2=C(C(=C(O2)[C@H](C(C)C)NC(NC=2C=NC(=NC2)N2CC3(CCO3)C2)=O)C)C1